Methyl (benzyl(1,3-dioxoisoindolin-2-yl)carbamoyl)tryptophanate C(C1=CC=CC=C1)N(C(=O)N[C@@H](CC1=CNC2=CC=CC=C12)C(=O)OC)N1C(C2=CC=CC=C2C1=O)=O